(s)-1-((4-(2-chloro-4-fluorophenyl)-1-oxo-1,2-dihydroisoquinolin-7-yl)alanyl)piperidine-3-carboxylic acid ClC1=C(C=CC(=C1)F)C1=CNC(C2=CC(=CC=C12)N[C@@H](C)C(=O)N1C[C@H](CCC1)C(=O)O)=O